4-bromo-5-methylene-1-(tetrahydro-2H-pyran-2-yl)-5,6,7,8-tetrahydro-1H-benzo[f]indazole BrC1=C2C=NN(C2=CC2=C1C(CCC2)=C)C2OCCCC2